methyl (S)-2-(((benzyloxy) carbonyl) amino)-5-hydroxypentanoate C(C1=CC=CC=C1)OC(=O)N[C@H](C(=O)OC)CCCO